C(CCCC)OC(CCC\C=C/CCO)OCCCCC (3Z)-8,8-dipentyloxy-3-octen-1-ol